1,3,5-tris(3-hydroxy-4-tert-butyl-2,6-dimethylbenzyl)-1,3,5-triazine-2,4,6(1H,3H,5H)-triON OC=1C(=C(CN2C(N(C(N(C2=O)CC2=C(C(=C(C=C2C)C(C)(C)C)O)C)=O)CC2=C(C(=C(C=C2C)C(C)(C)C)O)C)=O)C(=CC1C(C)(C)C)C)C